C(C)(C)(C)OC(=O)NC=1C=C(C=CC1)C1(COC1)CC(=O)OCC ethyl (3-{3-[(tert-butoxycarbonyl)amino]phenyl}oxetan-3-yl)acetate